(S)-2-((2-((S)-4-(difluoromethyl)-2-oxooxazolidin-3-yl)-5,6-dihydrobenzo[f]imidazo[1,2-d][1,4]thiazepin-9-yl)amino)propionamide FC([C@H]1N(C(OC1)=O)C=1N=C2N(CCSC3=C2C=CC(=C3)N[C@H](C(=O)N)C)C1)F